C(C(C([2H])([2H])[2H])(C([2H])([2H])[2H])OC1=CC=C(C#N)C=C1)([2H])([2H])[2H] 4-{[2-(2H3)methyl(2H6)propan-2-yl]oxy}benzonitrile